7-bromo-1H-benzo[d]imidazole BrC1=CC=CC2=C1NC=N2